C1=CC(=C(N=C1)C(=O)O)C(=O)O 2,3-dipicolinic acid